tert-butyl 3-(1-benzyl-3-hydroxy-pyrrolidin-3-yl)azetidine-1-carboxylate C(C1=CC=CC=C1)N1CC(CC1)(O)C1CN(C1)C(=O)OC(C)(C)C